C(CCCCCCC)OC1=C(C=C(C(=O)O)C=C1)OC 4-Octyloxy-3-methoxybenzoic acid